6-(Allylcarbamoyl)-1-amino-5-(benzyloxy)-4-carbonyl-1,4-dihydropyridazine-3-carboxylic acid C(C=C)NC(=O)C1=C(C(C(=NN1N)C(=O)O)=C=O)OCC1=CC=CC=C1